FC=1C(=NC(=CC1)C=1C=NN(C1)C(CC)C1=NC=C(C=C1)F)C1=CC=2N(C=C1)N=C(N2)N 7-(3-fluoro-6-(1-(1-(5-fluoropyridin-2-yl)propyl)-1H-pyrazol-4-yl)pyridin-2-yl)-[1,2,4]triazolo[1,5-a]pyridin-2-amine